ClC=1C=C(C(=NC1NC1=CC2=C(N(C(N2CCC(C)(C)O)=O)C)C=C1)N1C[C@@H]([C@@H]([C@@H](C1)C)F)O)C#N 5-chloro-2-[(3S,4R,5R)-4-fluoro-3-hydroxy-5-methyl-1-piperidinyl]-6-[[3-(3-hydroxy-3-methyl-butyl)-1-methyl-2-oxo-benzimidazol-5-yl]amino]pyridine-3-carbonitrile